C(#C)C1=C2C(=CN=CC2=CC=C1)C1=CC=C2C(=NC=NC2=C1F)NC 7-(5-ethynylisoquinolin-4-yl)-8-fluoro-N-methylquinazolin-4-amine